N-t-butyl-3-aminophenylsulfonamide C(C)(C)(C)NS(=O)(=O)C1=CC(=CC=C1)N